NC=1N(C2=CC=CC=C2C1C(=O)N)C(=O)C1=CC=C(C=C1)F 2-Amino-1-[(4-fluorophenyl)carbonyl]-1H-indol-3-carboxamid